cyclohexylmethyl heptyl sulfite S(=O)(OCC1CCCCC1)OCCCCCCC